1,2-dioleyloxyl-N,N-dimethylaminopropane C(CCCCCCC\C=C/CCCCCCCC)OC(C(C)OCCCCCCCC\C=C/CCCCCCCC)N(C)C